(Z)-2-cyano-3-hydroxy-3-(5-methylisoxazol-4-yl)-N-phenylacrylamide C(#N)/C(/C(=O)NC1=CC=CC=C1)=C(\C=1C=NOC1C)/O